8-(4-(1H-benzo[d]imidazol-1-yl)-6-(1H-pyrazol-1-yl)-1,3,5-triazin-2-yl)-2-oxa-5,8-diazaspiro[3.5]nonane N1(C=NC2=C1C=CC=C2)C2=NC(=NC(=N2)N2N=CC=C2)N2CCNC1(COC1)C2